PYRIDIN N1=CC=CC=C1